ClC1=C(C=CC=C1)C1=CC(OC2=CC(=CC=C12)OC(C(=O)O)C)=O 2-[4-(2-chlorophenyl)-2-oxo-chromen-7-yl]oxypropionic acid